2-(difluoromethyl)-5-(3-fluoro-5-{1-[(1,3-thiazol-4-yl)methyl]-1H-imidazol-2-yl}phenyl)-1,3,4-oxadiazole FC(C=1OC(=NN1)C1=CC(=CC(=C1)C=1N(C=CN1)CC=1N=CSC1)F)F